C(=O)(OC(C)(C)C)N1CC(C1)CO 1-boc-azetidine-3-yl-methanol